dicarboxyazobenzene C(=O)(O)C1=CC=C(C=C1)N=NC1=CC=C(C=C1)C(=O)O